2-(2-((3R,4R)-3-Amino-4-fluoropiperidin-1-yl)-5,6-difluoro-1H-benzo[d]imidazol-1-yl)-1-((1R,5S)-6,6-difluoro-3-azabicyclo[3.1.0]hexan-3-yl)ethanon N[C@@H]1CN(CC[C@H]1F)C1=NC2=C(N1CC(=O)N1C[C@@H]3C([C@@H]3C1)(F)F)C=C(C(=C2)F)F